(2,2',7,7'-tetra[N,N-di(4-methoxyphenyl)amino])-9,9'-spirobifluorene COC1=CC=C(C=C1)N(C1=CC=C(C=C1)OC)C1=CC=2C3(C4=CC(=CC=C4C2C=C1)N(C1=CC=C(C=C1)OC)C1=CC=C(C=C1)OC)C1=CC(=CC=C1C=1C=CC(=CC13)N(C1=CC=C(C=C1)OC)C1=CC=C(C=C1)OC)N(C1=CC=C(C=C1)OC)C1=CC=C(C=C1)OC